C(C)(=O)C=1C(=NC(=CC1)N1C=NC2=C1C=C(C=C2)NC=2N=NC(=CC2)C)N2N=C(C(=C2)C)C#N 1-[3-acetyl-6-[6-[(6-methylpyridazin-3-yl)amino]benzimidazol-1-yl]-2-pyridyl]-4-methyl-pyrazole-3-carbonitrile